N-(1-cyanocyclopropyl)-9-(5-(difluoromethyl)-1,3,4-thiadiazol-2-yl)-4-(1-propionylpiperidin-4-yl)-9H-pyrimido[4,5-b]indole-7-sulfonamide C(#N)C1(CC1)NS(=O)(=O)C1=CC=C2C3=C(N(C2=C1)C=1SC(=NN1)C(F)F)N=CN=C3C3CCN(CC3)C(CC)=O